silazoline hydrochloride Cl.[SiH]1=NCCC1